The molecule is a member of the class of phenylacetic acids that is phenylacetic acid in which the phenyl group has been substituted by chlorines at positions 2, 3, and 6. An obsolete herbicide that was used as its sodium and ammonium salts. It has a role as a herbicide, an agrochemical and a synthetic auxin. It is a trichlorobenzene and a member of phenylacetic acids. It is a conjugate acid of a chlorfenac(1-). C1=CC(=C(C(=C1Cl)CC(=O)O)Cl)Cl